6-(3-Isopropyl-5-(1-isopropylazetidin-3-yl)-1H-indol-2-yl)-8-methoxy-[1,2,4]triazolo[1,5-a]pyridin C(C)(C)C1=C(NC2=CC=C(C=C12)C1CN(C1)C(C)C)C=1C=C(C=2N(C1)N=CN2)OC